CNCCCCCCCCCCCNC(C)=O N-(11-(methylamino)undecyl)acetamide